N-methoxy-N-methyl-5-(3-(trifluoromethyl)phenyl)oxazole-4-carboxamide CON(C(=O)C=1N=COC1C1=CC(=CC=C1)C(F)(F)F)C